C(C)OCOC1=C(C=C(C=C1[Si](C)(C)C)C(C)(CC(C)(C)C)C)C1=C(C(=CC(=C1)F)C)OCCCOC1=C(C=C(C=C1C)F)C1=C(C(=CC(=C1)C(C)(CC(C)(C)C)C)[Si](C)(C)C)OCOCC 1,3-bis((2'-(ethoxymethoxy)-5-fluoro-3-methyl-5'-(2,4,4-trimethylpentan-2-yl)-3'-(trimethylsilyl)-[1,1'-biphenyl]-2-yl)oxy)propane